L-ribose iodide [I-].O=C[C@@H](O)[C@@H](O)[C@@H](O)CO